FC=1C=C(C=CC1OCC1=C(C=CC=C1)C(F)(F)F)C1C=2C(NC(C1)=O)=NNC2 4-(3-Fluoro-4-{[2-(trifluoromethyl)phenyl]methoxy}phenyl)-2H,4H,5H,6H,7H-pyrazolo[3,4-b]pyridin-6-one